CN1C2=C(OCC(C1=O)NC(=O)C1=NOC(=C1)C1(CC1)C1=CC=CC=C1)C=CC=N2 N-(5-methyl-4-oxo-2,3,4,5-tetrahydropyrido[3,2-b][1,4]oxazepin-3-yl)-5-(1-phenylcyclopropyl)isoxazole-3-carboxamide